CO[C@@H]1C[C@@H](CC1)NC1=NC(=NN2C1=C(C(=C2)C=2C=NC=CC2)C2=CC=CC=C2)C=2N(C=CN2)C |r| rac-N-((1R,3S)-3-Methoxycyclopentyl)-2-(1-methyl-1H-imidazol-2-yl)-5-phenyl-6-(pyridin-3-yl)pyrrolo[2,1-f][1,2,4]triazin-4-amine